[(2S)-2-Acetoxy-2-[(2R,3R,4R)-3,4,5-triacetoxytetrahydrofuran-2-yl]ethyl] acetate C(C)(=O)OC[C@@H]([C@H]1OC([C@@H]([C@@H]1OC(C)=O)OC(C)=O)OC(C)=O)OC(C)=O